CC1(OB(OC1(C)C)C1=C2C=NN(C2=CC=C1)C(C)O)C (4-(4,4,5,5-tetramethyl-1,3,2-dioxaborolan-2-yl)-1H-indazol-1-yl)ethan-1-ol